C1(CC(=O)OCCCCCCCCCCCCCCCCCCCCO1)=O eicosamethylene malonate